ClC=1C=C(C=C(C1)Cl)C1=CC=C(C=N1)CN1C(N(C2=CC=C(C=C2C1=O)OC(CF)CF)C1CCN(CC1)C=O)=O 4-[3-{[6-(3,5-dichlorophenyl)pyridin-3-yl]methyl}-6-[2-fluoro-1-(fluoromethyl)ethoxy]-2,4-dioxo-3,4-dihydroquinazolin-1(2H)-yl]piperidine-1-carbaldehyde